C([C@H]1CO1)C=1N=C(NC1[N+](=O)[O-])C(F)(F)F (S)-(2,3-epoxypropyl)-2-trifluoromethyl-5-nitroimidazole